methyl 6-(1-(3-(1H-pyrazol-1-yl)propanoyl)-1,2,5,6-tetrahydropyridin-3-yl)-4-chloro-7-fluoro-1H-indole-2-carboxylate N1(N=CC=C1)CCC(=O)N1CC(=CCC1)C1=CC(=C2C=C(NC2=C1F)C(=O)OC)Cl